2-fluoro-N1,N1-dimethylcyclohexane-1,4-diamine hydrochloride Cl.FC1C(CCC(C1)N)N(C)C